C(C)(C)(C)C1(CCC(N=C1)(C(=O)O)CC)C(=O)O 5-tert-butyl-2-ethyl-pyridine-2,5(4H)-dicarboxylic acid